3-(6-fluoro-4-(1-(4-(3-(7-(4-(2-hydroxyethyl)piperazin-1-yl)-2-methyl-3-phenyl-pyrazolo[1,5-a]pyrimidin-5-yl)phenyl)butyl)piperidin-4-yl)-1-oxoisoindolin-2-yl)piperidine-2,6-dione FC1=CC(=C2CN(C(C2=C1)=O)C1C(NC(CC1)=O)=O)C1CCN(CC1)CCCCC1=CC(=CC=C1)C1=NC=2N(C(=C1)N1CCN(CC1)CCO)N=C(C2C2=CC=CC=C2)C